O=CC(=O)ON=C(C)C=1C=CC=2N(C3=CC=C(C=C3C2C1)C(C1=C(C=CC=C1)C)=O)CC 1-[9-ethyl-6-(2-methylbenzoyl)-9H-carbazol-3-yl]-ethanone-1-(oxo-acetyloxime)